NC1=CC(=C(C=N1)N1C=C(C(C2=CC(=C(C=C12)N1CC2=NC=CC=C2C1)Cl)=O)C(=O)O)CC 1-(6-amino-4-ethyl-pyridin-3-yl)-6-chloro-7-(5,7-di-hydro-6H-pyrrolo-[3,4-b]pyridin-6-yl)-4-oxo-1,4-di-hydroquinoline-3-carboxylic acid